mono-n-butoxytitanium tris(ethylacetoacetate) C(C)CC(CC(=O)[O-])=O.C(C)CC(CC(=O)[O-])=O.C(C)CC(CC(=O)[O-])=O.C(CCC)O[Ti+3]